(2S)-N-[(1S)-4-[6-[5-(6-methyl-2-pyridyl)-1H-imidazol-4-yl]-3-quinolyl]cyclohex-3-en-1-yl]pyrrolidine-2-carboxamide CC1=CC=CC(=N1)C1=C(N=CN1)C=1C=C2C=C(C=NC2=CC1)C1=CC[C@H](CC1)NC(=O)[C@H]1NCCC1